C(CCCC)C1CCC(CC1)C1CCC(CC1)C(=O)[O-] 4'-pentyl-[1,1'-bi(cyclohexane)]-4-carboxylate